C(CCC)C=1OC2=C(C1)C=C(C=C2)NS(=O)(=O)C N-(2-butyl-benzofuran-5-yl)methanesulfonamide